(3R)-hydroxybutyl-(3R)-hydroxybutyric acid OCCCCC(C(=O)O)(CC)O